ethyl 4-(2-(tert-butoxycarbonyl)-2-methylhydrazineyl)-2-chloropyrimidine-5-carboxylate C(C)(C)(C)OC(=O)N(NC1=NC(=NC=C1C(=O)OCC)Cl)C